NC1=NC=NN2C1=CC=C2C2CC(C(O2)(CO)N=[N+]=[N-])O 5-(4-aminopyrrolo[2,1-f][1,2,4]triazin-7-yl)-2-azido-2-(hydroxymethyl)tetrahydrofuran-3-ol